(1S,2S)-2-(((S)-1-((4-Guanidinobutyl)amino)-4-methyl-1-oxopentan-2-yl)carbamoyl)cyclopropanecarboxylic acid N(C(=N)N)CCCCNC([C@H](CC(C)C)NC(=O)[C@@H]1[C@H](C1)C(=O)O)=O